The molecule is a member of the class of furans that is (2E)-2-ethylidenefuran-3(2H)-one carrying additional hydroxy and methyl substituents at positions 4 and 5 respectively. It has a role as a Saccharomyces cerevisiae metabolite. It is a cyclic ketone, an enol, an enone and a member of furans. C/C=C/1\\C(=O)C(=C(O1)C)O